C(#N)C1=CC=C(C=C1)C(CC(C1CC1)N[S@](=O)C(C)(C)C)C=1C=C(C=CC1)NC(=O)C1=CC(=NN1C=1C=C(CNC(OC(C)(C)C)=O)C=CC1)C(F)(F)F tert-butyl 3-(5-(3-((-)-1-(4-cyanophenyl)-3-cyclopropyl-((R)-1,1-dimethylethylsulfinamido)propyl) phenylcarbamoyl)-3-(trifluoromethyl)-1H-pyrazol-1-yl)benzylcarbamate